NC(C(=O)O)CC1=NC(=CC=C1)C(=CC1=CC=C(C=C1)N)C#N 2-amino-3-(6-(2-(4-aminophenyl)-1-cyanovinyl)pyridin-2-yl)propionic acid